O.[Na+].C1=C(C=CC=2C(C3=CC=CC=C3C(C12)=O)=O)S(=O)(=O)[O-] 9,10-anthraquinone-2-sulfonic acid sodium salt hydrate